dimethyl-methyl(phenyl)methylene(cyclopentadienyl)(2,7-di-tert-butylfluorenyl)hafnium CC(C(=[Hf](C1=C(C=CC=2C3=CC=C(C=C3CC12)C(C)(C)C)C(C)(C)C)C1C=CC=C1)C1=CC=CC=C1)C